4-t-butyl-1,2-dimethoxybenzene C(C)(C)(C)C1=CC(=C(C=C1)OC)OC